N-(4-(4-methylpiperazin-1-yl)phenyl)pyrimidin-2-amine CN1CCN(CC1)C1=CC=C(C=C1)NC1=NC=CC=N1